(2R)-2-(azidomethyl)morpholine-4-carboxylic acid tert-butyl ester C(C)(C)(C)OC(=O)N1C[C@@H](OCC1)CN=[N+]=[N-]